3-((4-(4-(2-(1-aminopiperidin-4-yl)ethyl)piperazin-1-yl)-5-fluoro-2-methoxyphenyl)amino)piperidine-2,6-dione NN1CCC(CC1)CCN1CCN(CC1)C1=CC(=C(C=C1F)NC1C(NC(CC1)=O)=O)OC